(5-((6-((R)-3-benzylisooxazolidin-2-yl)pyrimidin-4-yl)amino)-4-methoxy-2-(4-(tetrahydro-2H-pyran-4-yl)piperazin-1-yl)phenyl)acrylamide C(C1=CC=CC=C1)[C@H]1N(OCC1)C1=CC(=NC=N1)NC=1C(=CC(=C(C1)C(C(=O)N)=C)N1CCN(CC1)C1CCOCC1)OC